CC1=NC=CC(=C1)NC1=NC=2C(C3=CC=NC=C13)=NN1C2C=CN=C1 N-(2-methylpyridin-4-yl)pyrimido[1',6':1,5]pyrazolo[4,3-c][2,7]naphthyridin-5-amine